NC1(CCN(CC1)C=1N=C(C2=C(N1)NC=C2Br)C#N)CC(F)F 2-(4-amino-4-(2,2-difluoroethyl)piperidine-1-yl)-5-bromo-7H-pyrrolo[2,3-d]pyrimidine-4-carbonitrile